((2-pyridyldithio)ethyl)-4-azidosalicylamide N1=C(C=CC=C1)SSCCOC=1C(C(=O)N)=CC=C(C1)N=[N+]=[N-]